NC1CCN(CC1)C1=CC=C(C=C1)NS(=O)(=O)N N-(4-(4-aminopiperidin-1-yl)phenyl)sulfamide